4-((N-(3-(2-methoxypyridin-4-yl)phenyl)cyclohexanecarboxamido)methyl)bicyclo[2.2.2]octane-1-carboxamide COC1=NC=CC(=C1)C=1C=C(C=CC1)N(C(=O)C1CCCCC1)CC12CCC(CC1)(CC2)C(=O)N